N1=CC(=CC=C1)C=1C2=CC=C(N2)C(=C2C=CC(C(=C3C=CC(=C(C=4C=CC1N4)C=4C=NC=CC4)N3)C=3C=NC=CC3)=N2)C=2C=NC=CC2 5,10,15,20-tetra(3-pyridyl)-21H,23H-porphine